C(C1=CC=CC=C1)N1CCC2(C=3C=CC(=NC3CNC2)C=2C(=NC=CC2)OCC)CC1 1-benzyl-2'-(2-ethoxypyridin-3-yl)-7',8'-dihydro-6'H-spiro[piperidine-4,5'-[1,7]naphthyridine]